SC(OO)(CCCCC)S dimercaptodioxaoctane